(1-pyrrolidinylmethyl)-piperidine N1(CCCC1)CN1CCCCC1